COC1=C(C(=CC(=C1)CCC)OC)O 2,6-Dimethoxy-4-n-propylphenol